(5R,6S,7S)-3a-(3-((2,3-dihydrobenzofuran-5-yl)methyl)phenyl)-5-(hydroxymethyl)-2-methyl-5,6,7,7a-tetrahydro-3aH-pyrano[2,3-d]oxazole-6,7-diol O1CCC2=C1C=CC(=C2)CC=2C=C(C=CC2)C21N=C(OC2[C@H]([C@@H]([C@H](O1)CO)O)O)C